C(C1=CC=CC=C1)OC(=O)NC1CN(C1)CC1CCN(CC1)C(=O)OC(C)(C)C tert-butyl 4-[[3-(benzyloxycarbonylamino)azetidin-1-yl]methyl]piperidine-1-carboxylate